C1=C(C=CC=2OC3=C(C21)C=CC=C3)CN dibenzofuran-2-ylmethylamine